trimethylene succinate C1(CCC(=O)OCCCO1)=O